tert-butyl 4-(6-nitropyridin-3-yl)piperazine-1-carboxylate [N+](=O)([O-])C1=CC=C(C=N1)N1CCN(CC1)C(=O)OC(C)(C)C